NC1=CC=C2C(=N1)[C@@H]([C@H](OC2=O)CC)C (7R,8S)-2-amino-7-ethyl-8-methyl-7,8-dihydro-5H-pyrano[4,3-b]pyridin-5-one